CC1=CC=C(C=C1)S(=O)(=O)OCC1CC2=C(C(=NC(=C2C)OCC(NC(C)C)=O)C#N)C1 [1-Cyano-4-methyl-3-[2-oxo-2-(propan-2-ylamino)ethoxy]-6,7-dihydro-5H-cyclopenta[c]pyridin-6-yl]methyl 4-methylbenzenesulfonate